Methyl 4-chloro-3-(3-morpholinopropoxy)-5-nitrobenzoate ClC1=C(C=C(C(=O)OC)C=C1[N+](=O)[O-])OCCCN1CCOCC1